oleic acid ethyl ester C(C)OC(CCCCCCC\C=C/CCCCCCCC)=O